1-(4-((4-chloro-7-cyclopropyloxyquinazolin-6-yl)oxy)piperidin-1-yl)prop-2-en-1-one ClC1=NC=NC2=CC(=C(C=C12)OC1CCN(CC1)C(C=C)=O)OC1CC1